6-tert-butyl-4-cyclobutoxy-5-(3,4-dichlorophenyl)thieno[2,3-d]pyrimidine C(C)(C)(C)C1=C(C2=C(N=CN=C2OC2CCC2)S1)C1=CC(=C(C=C1)Cl)Cl